FC1=C(C=CC=C1)[C@@H]1[C@@H](C2=CC=C(C=C2CC1)OC1OCCCC1)C1=CC=C(C=C1)N1CCC2(CN(C2)C(=O)OC(C)(C)C)CC1 tert-butyl 7-(4-(cis-2-(2-fluorophenyl)-6-((tetrahydro-2H-pyran-2-yl) oxy)-1,2,3,4-tetrahydronaphthalen-1-yl) phenyl)-2,7-diazaspiro[3.5]nonane-2-carboxylate